O1COCC2C1CCCO2 hexahydropyrano[3,2-d][1,3]dioxin